benzyl 4-hydroxypiperidine-1-carboxylate OC1CCN(CC1)C(=O)OCC1=CC=CC=C1